2-Amino-6-(benzyloxy)-9-(4-methoxybenzyl)-7-(2-(methylthio)ethyl)-7,9-dihydro-8H-purin-8-one NC1=NC(=C2N(C(N(C2=N1)CC1=CC=C(C=C1)OC)=O)CCSC)OCC1=CC=CC=C1